tert-butyl {[3-amino-5-({4-[2-(2-chloro-5-fluoropyrimidin-4-yl)-5-fluorophenoxy]butan-2-yl}oxy)benzyl](methyl)oxido-sulfanylidene}carbamate NC=1C=C(CS(=O)(C)=NC(OC(C)(C)C)=O)C=C(C1)OC(C)CCOC1=C(C=CC(=C1)F)C1=NC(=NC=C1F)Cl